Cl.CS(=O)(=O)OC1CN(C1)C(C)(CCC(C1=CC=CC=C1)(C1=CC=CC=C1)C#N)C 1-(5-cyano-2-methyl-5,5-diphenylpentan-2-yl)azetidin-3-yl methanesulfonate hydrochloride